FC1=CC=C(C=C1)C=1C(=NC2=CC(=CC(=C2C1)C(C)N)C)C1=CN=NC=C1 1-(3-(4-fluorophenyl)-7-methyl-2-(pyridazin-4-yl)quinolin-5-yl)ethan-1-amine